2-(2,5-dihydropyrrole-1-carbonyl)-benzoic acid N1(CC=CC1)C(=O)C1=C(C(=O)O)C=CC=C1